cis-Carbonic acid C(O)(O)=O